N(=NC1=C(C2=CC=CC=C2C(=C1)N)S(=O)(=O)O)C1=C(C2=CC=CC=C2C(=C1)N)S(=O)(=O)O (azo)bis[4-amino-1-naphthalenesulfonic acid]